2-(2,4-dichlorophenyl)-1-(hydroxymethyl)-5-(1H-pyrazol-4-yl)-1H-pyrrole-3-carboxamide ClC1=C(C=CC(=C1)Cl)C=1N(C(=CC1C(=O)N)C=1C=NNC1)CO